C1OCC12CCN(CC2)CC2=CC=C(C=C2)C2=CC=C(C=C2)CC2=CC=C(C=C2)N2N=C(N=C2C)C(=O)N 1-(4-((4'-((2-oxa-7-azaspiro[3.5]nonan-7-yl)methyl)-[1,1'-biphenyl]-4-yl)methyl)phenyl)-5-methyl-1H-1,2,4-triazole-3-carboxamide